C1(CC1)C1=CC2=C(C(=NO2)C2=C(C=CC=C2)[C@H](CC2=NC=CC=C2)NC(OC(C)(C)C)=O)C=C1 tert-butyl (S)-{1-[2-(6-cyclopropylbenzo[d]isoxazol-3-yl)phenyl]-2-(pyridine-2-yl)ethyl}carbamate